C(C)C1(COC1)COCC(CCCC)CC 3-ethyl-3-(2-ethyl-hexyl-oxymethyl)oxetane